N'-((2,2-difluoro-3-(methoxymethyl)-1,2,3,5,6,7-hexahydro-s-indacen-4-yl)carbamoyl)-6,7-dihydro-5H-pyrazolo[5,1-b][1,3]oxazine-3-sulfonimidamide FC1(CC2=CC=3CCCC3C(=C2C1COC)NC(=O)N=S(=O)(N)C=1C=NN2C1OCCC2)F